OC1(CCN(CC12CCCC2)C([C@@H](CC(F)(F)F)C)=O)CN2C(C1=CC(=CC=C1C=C2)OC)=O 2-((10-Hydroxy-7-((R)-4,4,4-trifluoro-2-methylbutanoyl)-7-azaspiro[4.5]decan-10-yl)methyl)-7-methoxyisoquinolin-1(2H)-one